C1(CC1)N1CC(CCC1)C1=NC2=NC(=CC=C2C=C1)C1=C(C=C(C=C1C)C)OC 2-(1-cyclopropyl-3-piperidyl)-7-(2-methoxy-4,6-dimethyl-phenyl)-1,8-naphthyridine